5-ethynyl-6-fluoro-4-[8-fluoro-4-(8-fluoro-3-azabicyclo[3.2.1]octan-3-yl)-2-{[(2R,7aS)-2-fluorotetrahydro-1H-pyrrolizin-7a(5H)-yl]methoxy}pyrido[4,3-d]pyrimidin-7-yl]naphthalen-2-ol C(#C)C1=C2C(=CC(=CC2=CC=C1F)O)C1=C(C=2N=C(N=C(C2C=N1)N1CC2CCC(C1)C2F)OC[C@]21CCCN1C[C@@H](C2)F)F